(2S,4R)-1-[(2S)-2-[4-(3,4-difluorophenyl)triazol-1-yl]-3,3-dimethyl-butanoyl]-4-hydroxy-N-methyl-pyrrolidine-2-carboxamide FC=1C=C(C=CC1F)C=1N=NN(C1)[C@H](C(=O)N1[C@@H](C[C@H](C1)O)C(=O)NC)C(C)(C)C